triphenylsulfonium 3-(adamantan-1-yl)-3-hydroxy-2,2-difluoropropionate C12(CC3CC(CC(C1)C3)C2)C(C(C(=O)[O-])(F)F)O.C2(=CC=CC=C2)[S+](C2=CC=CC=C2)C2=CC=CC=C2